CC(C(=O)N1CCOC2=C(C1)C=NC=C2C#N)(CC)C 4-(2,2-dimethylbutanoyl)-3,5-dihydro-2H-pyrido[3,4-f][1,4]oxazepine-9-carbonitrile